N1CCC2=CC(=CC=C12)C1=CC=C2C=NC(=NC2=C1)NC1=C(C=C2CCNCC2=C1)OC 7-(2,3-dihydro-1H-indol-5-yl)-N-(6-methoxy-1,2,3,4-tetrahydroisoquinolin-7-yl)quinazolin-2-amine